C1(=CC=CC=C1)[C@@H]1CCCN1 (3S,5S)-5-phenylpyrrolidin